CN(C(C(C)(N1N=CC(=C1)C1=NC2=CC=CC=C2C(=C1)C1(CC1)NC(=O)C=1C(=CC=C(C1)COCC=1N=CSC1)C)C)=O)C N,N-dimethyl-2-methyl-2-(4-{4-[1-(4-{[(1,3-thiazol-4-yl)methoxy]methyl}-2-toluoylamino)cyclopropyl]-2-quinolyl}-1-pyrazolyl)propionamide